CC1=NC=C(C=C1N)[C@@H]1COCC1 |r| rac-2-methyl-5-(tetrahydrofuran-3-yl)pyridin-3-amine